(4-(piperidin-1-ylsulfonyl)benzyl)-1H-indole-1-carboxamide N1(CCCCC1)S(=O)(=O)C1=CC=C(CC=2N(C3=CC=CC=C3C2)C(=O)N)C=C1